CC1=CC=C(C=C1)S(=O)(=O)OC1=CC(=CC=C1)OS(=O)(=O)C1=CC=C(C=C1)C 1,3-phenylene bis(4-methylbenzenesulfonate)